FC=1C=2N(C=C(C1)NC(=O)C1=CC=C(C3=C1N=CN3COCC[Si](C)(C)C)NC(=O)C3N(CCC3)C(=O)OC(C)(C)C)C=C(N2)C tert-butyl 2-[[7-[(8-fluoro-2-methyl-imidazo[1,2-a]pyridin-6-yl)-carbamoyl]-3-(2-trimethylsilylethoxymethyl)benzimidazol-4-yl]carbamoyl]pyrrolidine-1-carboxylate